C(C1=CC=CC=C1)C=1C=C(CC2=NC=CC=C2NS(=O)(=O)C)C=CC1 N-(2-(3-benzylbenzyl)pyridin-3-yl)methanesulfonamide